(4-(3-hydroxyoxetan-3-yl)phenyl)(4-(methyl(5-(trifluoromethyl)pyrimidin-2-yl)amino)piperidin-1-yl)methanone OC1(COC1)C1=CC=C(C=C1)C(=O)N1CCC(CC1)N(C1=NC=C(C=N1)C(F)(F)F)C